Phenophosphazinin C1=CC=CC2=NC3=CC=CC=C3P=C12